(R)-N-[(3R,4R)-3-(4-hydroxytetrahydropyran-4-yl)chroman-4-yl]-2-methyl-propane-2-sulfinamide OC1(CCOCC1)[C@H]1COC2=CC=CC=C2[C@@H]1N[S@](=O)C(C)(C)C